ClCC(C(=O)N1C=CC2=CC(=C(C=C12)OC)N[C@@]1(NC=2N(C(CN(C2C(N1)=O)C)CC)C1CCCC1)N)(C)C (R)-2-{[1-(3-chloro-2,2-dimethylpropionyl)-6-methoxyindol-5-yl]amino}-8-cyclopentyl-7-ethyl-5-methyl-7,8-dihydropterin